N-(1-((R)-1-acryloylazepan-3-yl)-7-chloro-6-(((R)-tetrahydrofuran-3-yl)oxy)-1H-benzo[d]imidazol-2-yl)-2-(trifluoromethyl)isonicotinamide C(C=C)(=O)N1C[C@@H](CCCC1)N1C(=NC2=C1C(=C(C=C2)O[C@H]2COCC2)Cl)NC(C2=CC(=NC=C2)C(F)(F)F)=O